C12(CNCC2C1)COC1=NC(=NC=C1C#N)C1CC1 4-(3-azabicyclo[3.1.0]hexan-1-ylmethoxy)-2-cyclopropylpyrimidine-5-carbonitrile